COC(C1=C(C=CC(=C1)F)C1=NN(N=C1CC=1C=NN(C1)CC1CC1)C)=O 2-(5-((1-(cyclopropylmethyl)-1H-pyrazol-4-yl)methyl)-2-Methyl-2H-1,2,3-triazol-4-yl)-5-fluorobenzoic acid methyl ester